C(C1=CC=CC=C1)N1CCN(CC1)C1(CC1)C(F)F 1-benzyl-4-(1-(difluoromethyl)-cyclopropyl)piperazine